C12(C(=O)CC(CC1)C2(C)C)CS(=O)(=O)O.N[C@@H](CO)C(=O)O L-serine-camphorsulfonic acid salt